CC(C=C)(CC\C=C(\CC)/C)O (6E)-3,7-dimethylnon-1,6-dien-3-ol